Methyl 3,5-dichloro-2-((pyrazolo[1,5-a]pyrimidine-3-carboxamido)methyl)benzofuran-7-carboxylate ClC1=C(OC2=C1C=C(C=C2C(=O)OC)Cl)CNC(=O)C=2C=NN1C2N=CC=C1